3-[4-[4-Methyl-3-[[(1R)-1-(1-naphthyl)ethyl]carbamoyl]phenyl]-1,4-diazepan-1-yl]propanoic acid CC1=C(C=C(C=C1)N1CCN(CCC1)CCC(=O)O)C(N[C@H](C)C1=CC=CC2=CC=CC=C12)=O